2-methyl-2-cyclopenten CC=1CCCC1